Cl.Cl.O[C@H](COC=1C=C(C=CC1)S(=O)(=O)NC)CN[C@H]1COC2(C1)CCN(CC2)S(=O)(=O)C=2C=C1C(=NC2)NC=C1C(F)(F)F 3-((S)-2-hydroxy-3-(((R)-8-((3-(trifluoromethyl)-1H-pyrrolo[2,3-b]pyridin-5-yl)sulfonyl)-1-oxa-8-azaspiro[4.5]dec-3-yl)amino)propoxy)-N-methylbenzenesulfonamide dihydrochloride